CCOC(=O)C1=CC=C(C=C1)CBr ethyl (4-bromomethyl)benzoate